C1=NC=CC2=C(C=CC=C12)CN[C@H](C(=O)O)CCC(C)(C)C (2S)-2-{[(isoquinolin-5-yl)methyl]amino}-5,5-dimethylhexanoic acid